NC(CCNC([C@H](CC1=CC=CC=C1)N1CC2N(O[C@@H](C(N2[C@H](C1=O)CC1=CC=CC=C1)=O)C)C(=O)OCCC(C)C)=O)=O isopentyl (3R,6S)-8-((S)-1-((3-amino-3-oxopropyl)amino)-1-oxo-3-phenylpropan-2-yl)-6-benzyl-3-methyl-4,7-dioxohexahydro-pyrazino[2,1-c][1,2,4]oxadiazine-1(6H)-carboxylate